(S)-N-(5-(2-amino-[1,2,4]triazolo[1,5-a]pyridin-6-yl)-2-methylpyridin-3-yl)-3-(3-methoxyphenyl)isoxazolidine-2-carboxamide NC1=NN2C(C=CC(=C2)C=2C=C(C(=NC2)C)NC(=O)N2OCC[C@H]2C2=CC(=CC=C2)OC)=N1